2-(5-((4-((2-(Methylamino)-4-phenylthiazol-5-yl)oxy)pyridin-2-yl)amino)pyridin-2-yl)propan-2-ol CNC=1SC(=C(N1)C1=CC=CC=C1)OC1=CC(=NC=C1)NC=1C=CC(=NC1)C(C)(C)O